3-(4-((R)-hexahydropyrazino[2,1-c][1,4]oxazin-8(1H)-yl)-3-hydroxyphenyl)-1-trityl-1H-pyrazolo[4,3-c]pyridazin-6(5H)-one C1OCCN2[C@@H]1CN(CC2)C2=C(C=C(C=C2)C2=NN(C=1C2=NNC(C1)=O)C(C1=CC=CC=C1)(C1=CC=CC=C1)C1=CC=CC=C1)O